benzyl (3S)-3-cyclopropyl-3-(3-hydroxyphenyl)propanoate C1(CC1)[C@H](CC(=O)OCC1=CC=CC=C1)C1=CC(=CC=C1)O